NC1=NN2C(N=C(C=C2)C=2C=C3CN(C(C3=C(C2)NS(=O)(=O)C)=O)[C@@H](C)C2CC2)=C1C(=O)NC1=CC(=NC=C1)C (S)-2-amino-5-(2-(1-cyclopropylethyl)-7-(methylsulfonylamino)-1-oxoisoindolin-5-yl)-N-(2-methylpyridin-4-yl)pyrazolo[1,5-a]pyrimidine-3-carboxamide